tert-butyl N-(1-[8-carbamoyl-6-[4-(morpholin-4-ylmethyl)phenyl]pyrido[3,2-d]pyrimidin-4-yl]-4-fluoropiperidin-3-yl)carbamate C(N)(=O)C1=CC(=NC2=C1N=CN=C2N2CC(C(CC2)F)NC(OC(C)(C)C)=O)C2=CC=C(C=C2)CN2CCOCC2